3,5-dihydrouridine [C@@H]1([C@H](O)[C@H](O)[C@@H](CO)O1)N1C(=O)NC(=O)CC1